(R)-2-amino-4-((1-hydroxypentan-2-yl)amino)-6-(2-methoxy-4-(pyrrolidin-1-ylmethyl)benzyl)pyrido[4,3-d]pyrimidin-5(6H)-one NC=1N=C(C2=C(N1)C=CN(C2=O)CC2=C(C=C(C=C2)CN2CCCC2)OC)N[C@@H](CO)CCC